C(C)C1(CCC(CC1)N1CCN(CC1)C(CCOCCOCCNC(OC(C)(C)C)=O)=O)C(=O)OCC1CCC(CC1)N1N=C2C=C(C(=CC2=C1)Br)F ((1R,4r)-4-(5-bromo-6-fluoro-2H-indazol-2-yl)cyclohexyl)methanol Ethyl-(1r,4r)-4-(4-(2,2-dimethyl-4-oxo-3,8,11-trioxa-5-azatetradecan-14-oyl)piperazin-1-yl)cyclohexane-1-carboxylate